(2-((Ethoxy(ethynyl)phosphoryl)oxy)ethyl)carbamic acid tert-butyl ester C(C)(C)(C)OC(NCCOP(=O)(C#C)OCC)=O